FC1=CC=2C(C=3N=C(N=CC3C2C=C1)C(F)(F)F)=O 7-fluoro-2-(trifluoromethyl)-9H-indeno[2,1-d]Pyrimidin-9-one